FC([C@@]([C@@H](C(=O)NO)NC(C1=CC=C(C=C1)C#CC1CCOCC1)=O)(C)O)F N-((2S,3S)-4,4-difluoro-3-hydroxy-1-(hydroxyamino)-3-methyl-1-oxobutan-2-yl)-4-((tetrahydro-2H-pyran-4-yl)ethynyl)benzamide